(1R,2S,3R)-N-(8-amino-7-fluoro-6-(8-methyl-2,3-dihydro-1H-pyrido[2,3-b][1,4]oxazin-7-yl)isoquinolin-3-yl)-2-methyl-3-(1-methyl-1H-pyrazol-4-yl)cyclopropane-1-carboxamide NC=1C(=C(C=C2C=C(N=CC12)NC(=O)[C@@H]1[C@H]([C@H]1C=1C=NN(C1)C)C)C1=C(C2=C(OCCN2)N=C1)C)F